O=C1N(C(C2=CC=CC=C12)=O)OC(=O)[C@@H]1[C@H](C1)CC (1S,2S)-2-ethylcyclopropanecarboxylic acid (1,3-dioxoisoindolin-2-yl) ester